C1(CC1)C=1N=C(N=NC1C1=C(C=C(C=C1)C(F)(F)F)OCOCC)N 5-cyclopropyl-6-(2-(ethoxymethoxy)-4-(trifluoromethyl)phenyl)-1,2,4-triazin-3-amine